N-methyl-N-((1s,3s)-3-methyl-3-((6-(1-methyl-1H-pyrazol-4-yl)pyrazolo[1,5-a]pyrazin-4-yl)oxy)cyclobutyl)acrylamide proline salt N1[C@@H](CCC1)C(=O)O.CN(C(C=C)=O)C1CC(C1)(OC=1C=2N(C=C(N1)C=1C=NN(C1)C)N=CC2)C